Cl.N[C@@H]1[C@@H]([C@H]2CC[C@@H](C1)N2C2=C(N=C1C(=N2)NN=C1C1=C(C2=C(N(N=C2C=C1)C(C)C)C#N)Cl)C)F 5-{6-[(1R,2S,3S,5S)-3-amino-2-fluoro-8-azabicyclo[3.2.1]octan-8-yl]-5-methyl-1H-pyrazolo[3,4-b]pyrazin-3-yl}-4-chloro-2-(propan-2-yl)-2H-indazole-3-carbonitrile, hydrochloride